CN1C=NC2=C1C(=C(C=C2)C)C 1,6,7-trimethylbenzimidazole